8-(2-Fluoro-4-methoxycarbonyl-5-morpholin-4-ylphenyl)-2,4-dihydro-1,3-benzoxazine-3-carboxylic acid tert-butyl ester C(C)(C)(C)OC(=O)N1COC2=C(C1)C=CC=C2C2=C(C=C(C(=C2)N2CCOCC2)C(=O)OC)F